[N+](=O)([O-])C1=CC=C(C=C1)N(C1=CC=CC2=CC=CC=C12)C1=CC=CC=C1 N-(4-nitrophenyl)-N-phenylnaphthalen-1-amine